tert-butyl 4-((2-(6-((methoxycarbonyl)amino)-4-(trifluoromethyl)pyridin-3-yl)-4-morpholinopyrrolo[2,1-f][1,2,4]triazin-6-yl)methyl)piperazine-1-carboxylate COC(=O)NC1=CC(=C(C=N1)C1=NN2C(C(=N1)N1CCOCC1)=CC(=C2)CN2CCN(CC2)C(=O)OC(C)(C)C)C(F)(F)F